C(C(=C)C)(=O)OCC(F)(F)F e-2,2,2-trifluoroethyl methacrylate